FC=1C(=NC(=NC1)NC1=CC(=C(C=C1)N1CCN(CC1)N1CCC(CC1)C)F)C=1C=NN(C1)C1CCN(CC1)CCCC fluoro-N-(3-fluoro-4-(4-(4-methylpiperidin-1-yl)piperazin-1-yl)phenyl)-4-(1-(1-butylpiperidin-4-yl)-1H-pyrazol-4-yl)pyrimidin-2-amine